CO[C@H]1CC[C@H](CC1)C=O Cis-4-methoxycyclohexane-1-carbaldehyde